C(C)(C)(C)C1=C(C=C(C=N1)C1C(CN2C(S1)=NC=C(C2=O)C#N)COC)F (6-tert-butyl-5-fluoropyridin-3-yl)-3-(methoxymethyl)-6-oxo-2H,3H,4H,6H-pyrimido[2,1-b][1,3]thiazine-7-carbonitrile